C(C(C)C)OC(=O)C=1C=CC=2C=3C=CC=C4C(=CC=C(C5=CC=CC1C52)C43)C(=O)OCC(C)C Diisobutyl-3,9-Perylendicarboxylat